FC(C(=O)O)(F)F.FC(C(=O)O)(F)F.N[C@@H](CC(=O)O)C(=O)N.N[C@@H](CC(=O)O)C(=O)N di(aspartyl-amine) di-trifluoroacetate